C(C)(C)(C)OC(NCCCC#C)=O N-(pent-4-yn-1-yl)carbamic acid tert-butyl ester